1,8-diisocyanatoisocyanatomethyloctane N(=C=O)C(CCCCCCCN=C=O)CN=C=O